methyl (S)-N-BOC-3-bromoalaninate C(=O)(OC(C)(C)C)N[C@H](CBr)C(=O)OC